BrC(C(=O)OCCCCCCCCCCCCCCCCCCCC)C eicosyl alpha-bromopropionate